O=C1NC(CCC1N1C(C2=CC=CC(=C2C1)C#CCOCCOCCOCCNC(OC(C)(C)C)=O)=O)=O tert-butyl N-[2-[2-[2-[3-[2-(2,6-dioxo-3-piperidyl)-1-oxo-isoindolin-4-yl]prop-2-ynoxy]ethoxy]ethoxy]ethyl]carbamate